C(C1=CC=CC=C1)C=1N(C(C2=CC=CC=C2C1)=O)S(=O)(=O)C1=CC=C(C=C1)[N+](=O)[O-] 3-Benzyl-2-((4-nitrophenyl)sulfonyl)isoquinolin-1(2H)-one